BrC=1C=C2C(=NC(=NN2C1)Cl)NC([2H])([2H])C=1SC=CC1 6-bromo-2-chloro-N-(thiophen-2-ylmethyl-d2)pyrrolo[2,1-f][1,2,4]triazin-4-amine